FC1=C(C(=C(C(=C1C1=C2NC(=C1)C=C1C=CC(=N1)C=C1C=CC(N1)=CC=1C=CC(N1)=C2)F)F)F)F.[Pt] platinum (pentafluorophenyl)porphyrin